1,1-difluoroethane-1,2-diyl diacetate C(C)(=O)OC(COC(C)=O)(F)F